C1(C(C1)O)O cyclopropane-1,2-diol